CON(C(=O)C1=CNC(C=C1C1=CC=CC=C1)=O)C N-methoxy-N-methyl-6-oxo-4-phenyl-1,6-dihydropyridine-3-carboxamide